FC1=C(C=C(C=C1)F)[C@@H]1[C@H](NC(O1)=O)C=1C=NC=C(C1)C#CC=1C=NC=C(C1)F (4R,5R)-5-(2,5-difluorophenyl)-4-(5-((5-fluoro-3-pyridinyl)ethynyl)-3-pyridinyl)-1,3-oxazolidin-2-one